NC1=CC=C(OC2=CC=C(C=C2)CCC)C=C1 4-(4-aminophenoxy)phenylpropane